C(C)OC(C1=CC(=NC=C1)SCC1CC1)=O 2-((cyclopropylmethyl)thio)isonicotinic acid ethyl ester